C(C)OCOC1C(N(CCC1)C(=O)OC(C)(C)C)COC1CCC(CC1)C1=C(C=CC=C1F)OCC(=O)OC(C)(C)C tert-butyl 3-(ethoxymethoxy)-2-({[(1s,4s)-4-{2-[2-(tert-butoxy)-2-oxoethoxy]-6-fluorophenyl}cyclohexyl]oxy}methyl)piperidine-1-carboxylate